N-{[3-(4-{[(3S,4R)-3-fluoro-1-methylpiperidin-4-yl]amino}-1-(2,2,2-trifluoroethyl)-1H-indol-2-yl)-1,2,4-oxadiazol-5-yl]methyl}-1-(oxetan-3-yl)-1H-pyrazole-4-carboxamide F[C@H]1CN(CC[C@H]1NC1=C2C=C(N(C2=CC=C1)CC(F)(F)F)C1=NOC(=N1)CNC(=O)C=1C=NN(C1)C1COC1)C